[6-(3-cyclopropyl-1H-1,2,4-triazol-5-yl)-2-azaspiro[3.3]heptan-2-yl]-[3-[4-(trifluoromethylsulfonimidoyl)phenyl]azetidin-1-yl]methanone C1(CC1)C1=NNC(=N1)C1CC2(CN(C2)C(=O)N2CC(C2)C2=CC=C(C=C2)S(=O)(=N)C(F)(F)F)C1